tert-butyl 4-[[4-[[(7R)-8-cyclopentyl-7-ethyl-5-methyl-6-oxo-7H-pteridin-2-yl]amino]-3-methoxy-benzoyl]amino]piperidine-1-carboxylate C1(CCCC1)N1[C@@H](C(N(C=2C=NC(=NC12)NC1=C(C=C(C(=O)NC2CCN(CC2)C(=O)OC(C)(C)C)C=C1)OC)C)=O)CC